2-[(2S)-2-aminopropyl]-7-{[(furan-2-yl)methyl]amino}-3-methylthieno[3,2-b]pyridine-5-carbonitrile trifluoroacetate FC(C(=O)O)(F)F.N[C@H](CC1=C(C2=NC(=CC(=C2S1)NCC=1OC=CC1)C#N)C)C